4-((4-(Isoindolin-2-ylmethyl)-2-(methoxymethyl)phenoxy)methyl)-N,N-di-methylbenzamide C1N(CC2=CC=CC=C12)CC1=CC(=C(OCC2=CC=C(C(=O)N(C)C)C=C2)C=C1)COC